8-acetyl-2-(4-chloro-1-piperidyl)-6-methyl-chromen-4-one C(C)(=O)C=1C=C(C=C2C(C=C(OC12)N1CCC(CC1)Cl)=O)C